BrC1=CC(=C(C=C1)NC1=C(C2=C(N(C=N2)C)C=C1C(=O)NOCCOC(C)(C)C)F)Cl 5-((4-bromo-2-chlorophenyl)amino)-N-(2-(tert-butoxy)ethoxy)-4-fluoro-1-methyl-1H-benzo[d]imidazole-6-carboxamide